C1(CCCC1)N(C(=O)OCC1=C(SC(=C1)F)C1=CC=C(C(=N1)C)O[C@@H]1C[C@H](CCC1)C(=O)O)C (1S,3S)-3-((6-(3-(((cyclopentyl(methyl)carbamoyl)oxy)methyl)-5-fluorothiophen-2-yl)-2-Methylpyridin-3-yl)oxy)cyclohexane-1-carboxylic acid